ClC1=CC=C(C=C1)C1=C(C(=NN1C1=C(C=C(C=C1)Cl)Cl)C(=O)N1CC(CCC1)C(=O)OC)C methyl 1-(5-(4-chlorophenyl)-1-(2,4-dichlorophenyl)-4-methyl-1H-pyrazole-3-carbonyl)piperidine-3-carboxylate